disodium 4,5-dihydroxyisophthalate OC1=C(C=C(C(=O)[O-])C=C1O)C(=O)[O-].[Na+].[Na+]